2-morpholino-1,3-benzoxazol-5-amine O1CCN(CC1)C=1OC2=C(N1)C=C(C=C2)N